3-(6-(4-((1-(4-amino-5-methoxy-2-(1-methyl-1H-pyrazol-4-yl)phenyl)piperidin-4-yl)methyl)piperazin-1-yl)-5-fluoro-1-methyl-1H-indazol-3-yl)piperidine-2,6-dione NC1=CC(=C(C=C1OC)N1CCC(CC1)CN1CCN(CC1)C1=C(C=C2C(=NN(C2=C1)C)C1C(NC(CC1)=O)=O)F)C=1C=NN(C1)C